N1(C2C(CC1)C(N(C2)C(=O)[O-])C(=O)[O-])C(=O)[O-] hexahydropyrrolo[3,4-b]pyrrole-1,4,5-tricarboxylate